C1(CC1)C1=C(C(=NO1)C1=C(C=CC=C1)OC(F)(F)F)COC1C[C@H]2CC[C@@H](C1)N2C2=CC=C(C=C2)C#C 5-cyclopropyl-4-((((1R,3R,5S)-8-(4-ethynylphenyl)-8-azabicyclo[3.2.1]octan-3-yl)oxy)methyl)-3-(2-(trifluoromethoxy)phenyl)isoxazole